4-(4-nitrophenyl)-2-methyl-3-butyn-2-ol [N+](=O)([O-])C1=CC=C(C=C1)C#CC(C)(O)C